2-Fluoro-5-(1-methyl-6-(1-(methylsulfonyl)piperidin-4-yl)-1H-indazol-3-yl)-3-(trifluoromethyl)phenol FC1=C(C=C(C=C1C(F)(F)F)C1=NN(C2=CC(=CC=C12)C1CCN(CC1)S(=O)(=O)C)C)O